(4-((3-(7-(((Z)-3-fluoro-1-methylpiperidin-4-yl)amino)-3-(2,2,2-trifluoroethyl)benzo[b]thiophen-2-yl)prop-2-yn-1-yl)oxy)-3-methoxyphenyl)dimethylphosphine oxide FC1CN(CCC1NC1=CC=CC2=C1SC(=C2CC(F)(F)F)C#CCOC2=C(C=C(C=C2)P(C)(C)=O)OC)C